(2S)-3-amino-2-phenyl-N-[7-(1H-pyrazol-4-yl)-5H-pyrrolo[3,2-d]pyrimidin-4-yl]propanamide NC[C@@H](C(=O)NC=1C2=C(N=CN1)C(=CN2)C=2C=NNC2)C2=CC=CC=C2